((2S,5R)-5-((5-((R)-2,2-difluorocyclopropyl)-7H-pyrrolo[2,3-d]pyrimidin-4-yl)amino)-2-methylpiperidin-1-yl)prop-2-en-1-one FC1([C@H](C1)C1=CNC=2N=CN=C(C21)N[C@@H]2CC[C@@H](N(C2)C(C=C)=O)C)F